(7-(trifluoromethyl)-4,5,6,7-tetrahydrobenzo[d]thiazol-2-yl)methyl ((2-(2,6-dioxopiperidin-3-yl)-4-fluoro-3-oxoisoindolin-5-yl)methyl)carbamate O=C1NC(CCC1N1CC2=CC=C(C(=C2C1=O)F)CNC(OCC=1SC2=C(N1)CCCC2C(F)(F)F)=O)=O